1-(5-fluoro-3-methyl-indolin-1-yl)ethanone FC=1C=C2C(CN(C2=CC1)C(C)=O)C